FC(C)C1=NC(=CC(=N1)O)O 2-(1-fluoroethyl)pyrimidine-4,6-diol